(E)-3-(4-((E)-1-(1H-indazol-5-yl)-2-phenylhex-1-yl)phenyl)acrylic acid N1N=CC2=CC(=CC=C12)C(C(CCCC)C1=CC=CC=C1)C1=CC=C(C=C1)/C=C/C(=O)O